ethyl 3-(5-bromo-2-(2-(methoxymethyl) pyridin-3-yl)-1H-indol-3-yl)-2,2-dimethylpropionate BrC=1C=C2C(=C(NC2=CC1)C=1C(=NC=CC1)COC)CC(C(=O)OCC)(C)C